N-(2,4-dimethoxybenzyl)-1,3-dihydrofuro[3,4-c]pyridin-4-amine COC1=C(CNC2=NC=CC3=C2COC3)C=CC(=C1)OC